2-CHLOROOXAZOLE-4-CARBOXYLIC ACID ClC=1OC=C(N1)C(=O)O